O=S1(CCN(CC1)CC(=O)NC1CCC(CC1)C=1C=C2C(=C(NC2=CC1)C=1C=C(C=2N(C1)N=CN2)OC)C(C)C)=O 2-(1,1-Dioxidothiomorpholino)-N-(4-(3-isopropyl-2-(8-methoxy-[1,2,4]triazolo[1,5-a]pyridin-6-yl)-1H-indol-5-yl)cyclohexyl)acetamid